N2-[2-(5-methoxy-1H-indol-3-yl)ethyl]-N4-(2-methyl-1H-indol-4-yl)pyrimidine-2,4-diamine COC=1C=C2C(=CNC2=CC1)CCNC1=NC=CC(=N1)NC1=C2C=C(NC2=CC=C1)C